(R,6S)-6-methoxy-N'-(((R)-2-methyl-2,4,5,6-tetrahydro-1H-cyclobuta[f]inden-3-yl)carbamoyl)-6,7-dihydro-5H-pyrazolo[5,1-b][1,3]oxazine-3-sulfonimidamide CO[C@H]1CN2C(OC1)=C(C=N2)[S@@](=O)(N)=NC(NC2=C1C(=CC=3CCCC23)C[C@H]1C)=O